FC1=C2C(=CN=CC2=CC=C1)NC(NC1=C(CC(C1)CF)C(=O)OCC)=O ethyl 2-(3-(5-fluoroisoquinolin-4-yl)ureido)-4-(fluoromethyl)cyclopent-1-ene-1-carboxylate